N[C@@H]1CN(CC1)C1=NC2=CC=C(C=C2C(=N1)C1=CC(=C(C#N)C=C1)F)C1=C(C=CC=C1C(F)(F)F)F (S)-4-(2-(3-aminopyrrolidin-1-yl)-6-(2-fluoro-6-(trifluoromethyl)phenyl)quinazolin-4-yl)-2-fluorobenzonitrile